2,4-dibutyldibenzo[b,d]thiophen-3-amine C(CCC)C1=CC2=C(SC3=C2C=CC=C3)C(=C1N)CCCC